BrC=1C(=CC(=C(C1)N1CCN(C2(CC2)C1)C(=O)OC(C)(C)C)OC)[N+](=O)[O-] tert-butyl 7-(5-bromo-2-methoxy-4-nitro-phenyl)-4,7-diazaspiro[2.5]octane-4-carboxylate